Ethyl 2-(4-((4-(4-chlorophenyl)-5-oxo-4,5-dihydro-1H-1,2,4-triazol-1-yl) methyl)-2-methylphenoxy)-2-methylpropionate ClC1=CC=C(C=C1)N1C=NN(C1=O)CC1=CC(=C(OC(C(=O)OCC)(C)C)C=C1)C